C[NH+]1CCC[C@@H]1CC2=CNC3=C2C=C(C=C3)CCS(=O)(=O)C4=CC=CC=C4 The molecule is an ammonium ion that is obtained by protonation of the pyrrolidine nitrogen of eletriptan. It is a conjugate acid of an eletriptan.